7-(ethylamino)-4,6-dimethyl-coumarin C(C)NC1=C(C=C2C(=CC(OC2=C1)=O)C)C